OCC=1C=C(C=C(C1)C(F)(F)F)NC(=O)C1=CSC=2CN(CCC21)C(=O)C=2C=NN1C2C=NC=C1 N-[3-(hydroxymethyl)-5-(trifluoromethyl)phenyl]-6-(pyrazolo[1,5-a]pyrazine-3-carbonyl)-5,7-dihydro-4H-thieno[2,3-c]pyridine-3-carboxamide